((2R,3S,4R)-3,4,5-trihydroxy-2-(trifluoromethyl)tetrahydrofuran-2-yl)methyl benzoate C(C1=CC=CC=C1)(=O)OC[C@]1(OC([C@@H]([C@@H]1O)O)O)C(F)(F)F